4-Pyridinecarboxylic acid nitrogen [N].N1=CC=C(C=C1)C(=O)O